3-(2-((R)-1-(2-(pyridin-2-yl)propan-2-yl)-3-((R or S)-2,2,2-trifluoro-1-hydroxyethyl)pyrrolidin-3-yl)ethyl)benzonitrile N1=C(C=CC=C1)C(C)(C)N1C[C@@](CC1)([C@H](C(F)(F)F)O)CCC=1C=C(C#N)C=CC1 |o1:14|